N=C([C@H]([C@@H]([C@@H]([C@H](C=O)O)O)O)O)O Iminogalactose